1-METHYL-1H-IMIDAZO[4,5-C]PYRIDINE-2-CARBALDEHYDE CN1C(=NC=2C=NC=CC21)C=O